C(C)(C)(C)C1=CC(=NO1)NC(=O)NC1=CC=C(C=C1)C=1N=C2SC3=C(N2C1)C=C(C=C3)OCCN3CCOCC3 1-(5-tert-butyl-1,2-oxazol-3-yl)-3-[4-[6-(2-morpholin-4-ylethoxy)imidazo[2,1-b][1,3]benzothiazol-2-yl]phenyl]urea